(3R,5R)-adamantan C12CC3CC(CC(C1)C3)C2